2-((S)-4-{7-(5-methyl-1H-indazol-4-yl)-2-[((S)-1-methylpyrrolidin-2-yl)methoxy]-5,6,7,8-tetrahydropyrido[3,4-d]pyrimidin-4-yl}-1-((E)-4-oxohex-2-enoyl)piperazin-2-yl)acetonitrile CC=1C(=C2C=NNC2=CC1)N1CC=2N=C(N=C(C2CC1)N1C[C@@H](N(CC1)C(\C=C\C(CC)=O)=O)CC#N)OC[C@H]1N(CCC1)C